O1CCC2=C1C=CC(=C2)C=O 2,3-dihydro-benzofuran-5-formaldehyde